ClC1=C(C=CC=C1)[C@@H](C(=O)N1CC2=NN(C=C2C1)S(=O)(=O)C1=CC=C(C=C1)OC(F)F)[C@H](C)O (2R,3S)-2-(2-chlorophenyl)-1-{2-[4-(difluoromethoxy)benzenesulfonyl]-2H,4H,5H,6H-pyrrolo[3,4-c]pyrazol-5-yl}-3-hydroxybutan-1-one